C(C=C)(=O)N1C[C@H](CC1)NC1=C2C(=C(NC2=C(C=C1F)C(=O)N)C)C (S)-4-((1-acryloylpyrrolidin-3-yl)amino)-5-fluoro-2,3-dimethyl-1H-indole-7-carboxamide